CN1N=CC2=C1CN(C2)C(=O)[O-] 1-Methyl-4,6-dihydropyrrolo[3,4-c]pyrazole-5(1H)-carboxylate